BrC1=CC(=C(C=C1)CC=1C(=NN(C1C#N)C=1C=C(C=CC1Cl)NC(CC)=O)CCCC)F N-[3-[4-[(4-bromo-2-fluorophenyl)methyl]-3-butyl-5-cyano-1H-pyrazol-1-yl]-4-chlorophenyl]propanamide